(R)-β-bisabolene CC1=CC[C@@H](CC1)C(=C)CCC=C(C)C